C1(CC1)CN1N=CN=C1C(=O)N[C@H](C1=NC2=C(N1)C=C(C=C2)[C@@H](C)NC(CCC(F)(F)F)=O)C2CCC(CC2)(F)F 2-(Cyclopropylmethyl)-N-[(S)-(4,4-difluorocyclohexyl)-[6-[(1R)-1-(4,4,4-trifluorobutanoylamino)ethyl]-1H-benzimidazol-2-yl]methyl]-1,2,4-triazole-3-carboxamide